NC1=C(C(=NN1C1CCNCC1)C1=CC=C2C=CC(=NC2=C1)C1=CC=CC=C1)C(=O)N 5-amino-3-(2-phenylquinolin-7-yl)-1-(piperidin-4-yl)-1H-pyrazole-4-carboxamide